FCOC1=CC=C(C=C1)NC=1C(=NC=CN1)N1CCN(CC1)CC=C 1-(4-(3-((4-(fluoromethoxy)phenyl)amino)pyrazin-2-yl)piperazin-1-yl)prop-2-en